O1C(=CC=C1)C1=C(C(=O)N)C=CC=C1 furanylbenzamide